6-benzyloxy-7,7-difluoro-12,12-dimethyl-17-nitro-15-(trifluoromethyl)-19-oxa-3,4,13,18-tetraazatricyclo[12.3.1.12,5]nonadec-1(18),2,4,8,14,16-hexa-ene C(C1=CC=CC=C1)OC1C2=NN=C(C=3C(=CC(=C(NC(CCC=CC1(F)F)(C)C)N3)C(F)(F)F)[N+](=O)[O-])O2